propane-2-amine CC(C)N